NC1=CC=C(C=C1)/C=C/C(=O)C1=CC=C(C=C1)O (E)-3-(4-Aminophenyl)-1-(4-hydroxyphenyl)prop-2-en-1-one